FC1=C(C=C(C=C1)O)C(=O)N1CC2(C1)CC(C2)N2N=C(C=C2C(F)(F)F)C=2C=NC(=CC2)OC (2-fluoro-5-hydroxyphenyl){6-[3-(6-methoxy-3-pyridyl)-5-(trifluoromethyl)-1-pyrazolyl]-2-aza-2-spiro[3.3]heptyl}methanone